N-(3,3-dichlorocyclobutyl)-2-(1H-imidazol-5-yl)thiazole-4-carboxamide ClC1(CC(C1)NC(=O)C=1N=C(SC1)C1=CN=CN1)Cl